[Cl-].C(CCCCCCC)P(CCCCCCCC)CCCCCCCC trioctylphosphine, chloride salt